2-(2-chloro-6-methoxyphenyl)pyridine ClC1=C(C(=CC=C1)OC)C1=NC=CC=C1